C(C)(=O)C1=C(C2=C(N=C(N=C2)NC2=CC=C(C=N2)C2CCN(CC2)C(=O)C2CN(C2)C2=CC=C(C=C2)NC2C(NC(CC2)=O)=O)N(C1=O)C1CCCC1)C 3-((4-(3-(4-(6-((6-acetyl-8-cyclopentyl-5-methyl-7-oxo-7,8-dihydropyrido[2,3-d]pyrimidin-2-yl)amino)pyridin-3-yl)piperidine-1-carbonyl)azetidin-1-yl)phenyl)amino)piperidine-2,6-dione